C(#N)C=1C=CC2=CN(N=C2C1OC1CN(C1)CC(C(=O)O)(C)C)CC1=C2C=CNC2=C(C=C1OC)C 3-(3-((6-cyano-2-((5-methoxy-7-methyl-1H-indol-4-yl)methyl)-2H-indazol-7-yl)oxy)azetidin-1-yl)-2,2-dimethylpropanoic acid